(+/-)-N-[4-(trans-3-{[(3-Oxoisoindolin-5-yl)oxy]methyl}piperidin-4-yl)phenyl]methanesulfonamide Hydrochloride Cl.O=C1NCC2=CC=C(C=C12)OC[C@@H]1CNCC[C@H]1C1=CC=C(C=C1)NS(=O)(=O)C |r|